CC1CCCCC(=O)O1 ε-methyl-caprolactone